ClC=1C(=CC=C2N=CC(=NC12)C=1C=NN(C1)C1CC2COCC(C1)N2C(=O)OC(C)(C)C)OC2=CC1=C(N=C(N1COCC[Si](C)(C)C)C)C=C2 tert-Butyl 7-[4-[8-chloro-7-[2-methyl-3-(2-trimethylsilylethoxymethyl)benzimidazol-5-yl]oxy-quinoxalin-2-yl]pyrazol-1-yl]-3-oxa-9-azabicyclo[3.3.1]nonane-9-carboxylate